N[C@H]1CC(CC[C@@H]2N(C1=O)[C@@H](CC2)C(=O)N[C@@H]2CCCC1=CC(=CC=C21)F)O (3S,6S,10aR)-6-amino-N-((R)-6-fluoro-1,2,3,4-tetrahydronaphthalen-1-yl)-8-hydroxy-5-oxodecahydropyrrolo[1,2-a]azocine-3-carboxamide